C1(=CC=CC=2C3=CC=CC=C3CC12)COC(=O)NC(C(=O)O)(C)C N-fluorenylmethoxycarbonyl-2-aminoisobutyric acid